aluminum methyl di-sec-butylacetoacetate C(C)(CC)C(C(CC(=O)OC)=O)C(C)CC.[Al]